1-methyl-1,4-diazacycloheptan-2-one hydrochloride Cl.CN1C(CNCCC1)=O